C(C)(C)(C)OC(=O)N(C[C@@H](CN1C(=NC2=C1C(=NC=C2)C2=CC=CC(=N2)N[C@H]2C[C@H](N(C2)C(=O)OCC2=CC=CC=C2)C(=O)OC)C)OC)C O1-benzyl O2-methyl (2S,4S)-4-[[6-[3-[(2R)-3-[tert-butoxycarbonyl(methyl)amino]-2-methoxy-propyl]-2-methyl-imidazo[4,5-c]pyridin-4-yl]-2-pyridyl]amino]pyrrolidine-1,2-dicarboxylate